ClC1=C(C=CC(=C1C#N)S(=O)(=O)C(F)(F)F)N1CCCC2=CC(=CC(=C12)C#N)F 1-(2-chloro-3-cyano-4-trifluoromethanesulfonylphenyl)-6-fluoro-1,2,3,4-tetrahydroquinoline-8-carbonitrile